C(C)(=O)C1=CC=C2C(CC(OC2=C1CC=C)C1=CC=C(C=C1)C(C)=O)=O 7,4'-diacetyl-8-allylflavanone